C(C)(C)(C)OC(=O)N1C(CCC1)C1=CC(=C(C=C1)C=1N=C2N(C3=C(N2)C=CC(=C3)Br)C1)F 2-(4-(6-bromo-9H-benzo[d]imidazo[1,2-a]imidazol-2-yl)-3-fluorophenyl)pyrrolidine-1-carboxylic acid tert-butyl ester